2-(4-(4-(aminomethyl)-1-oxo-1,2-dihydrophthalazin-6-yl)-1-methyl-1H-pyrazol-5-yl)-5-chloro-4-methylbenzonitrile NCC1=NNC(C2=CC=C(C=C12)C=1C=NN(C1C1=C(C#N)C=C(C(=C1)C)Cl)C)=O